C(CCCCCCCCCCCCCCC)(=O)OCC(COC(CCCCCCCCCCCCCCC)=O)(COC(CCCCCCCCCCCCCCC)=O)CO pentaerythritol tripalmitate